2-(1-Ethyl-5-(quinolin-6-yl)-1H-indol-3-yl)-N-(pyridin-2-ylmethyl)acetamide C(C)N1C=C(C2=CC(=CC=C12)C=1C=C2C=CC=NC2=CC1)CC(=O)NCC1=NC=CC=C1